2-[(2S)-2-aminopropyl]-5-chloro-3-cyclopropyl-N-[(1,3-thiazol-2-yl)methyl]thieno[3,2-b]pyridin-7-amine hydrochloride Cl.N[C@H](CC1=C(C2=NC(=CC(=C2S1)NCC=1SC=CN1)Cl)C1CC1)C